ethyl 6,6-dimethyl-2,5-dioxo-5,6,7,8-tetrahydro-2H-chromene-3-carboxylate CC1(C(C=2C=C(C(OC2CC1)=O)C(=O)OCC)=O)C